ClC1=C(C=C2CCN(C2=C1)C1=NC=NC2=CC=C(C=C12)C1=CN=CC(=N1)C(=O)NC(C)C)F 6-[4-(6-chloro-5-fluoro-indolin-1-yl)quinazolin-6-yl]-N-isopropyl-pyrazine-2-carboxamide